4-(1-cyclopropyl-3-(2-fluoro-4-(trifluoromethoxy)benzyl)ureido)-N-methyl-9-oxa-2-azaspiro[5.5]undecane-2-carboxamide C1(CC1)N(C(=O)NCC1=C(C=C(C=C1)OC(F)(F)F)F)C1CN(CC2(C1)CCOCC2)C(=O)NC